N-(racemic-(endo)-7-cyano-7-azabicyclo[2.2.1]heptan-2-yl)-1H-indole-5-carboxamide C(#N)N1C2C(CC1CC2)NC(=O)C=2C=C1C=CNC1=CC2